proline, methylaminoamide CNNC([C@H]1NCCC1)=O